t-butylcyclopentyl peroxycarboxylate C(=O)OOC1(CCCC1)C(C)(C)C